C(CCCCCC(=O)OCCCCCCCCCCCC)(=O)OCC1=CC(=CC(=C1)COC(CCC(CCCCCC)OC(NCCN1CCCC1)=O)=O)COC(CCC(OCCCCCCCC)OCCCCCCCC)=O 1-(3-(((4,4-bis(octyloxy)butanoyl)oxy)methyl)-5-(((4-(((2-(pyrrolidin-1-yl)ethyl)carbamoyl)oxy)decanoyl)oxy)methyl)benzyl) 7-dodecyl heptanedioate